phenyl-(3-methoxyphenyl)phosphorus oxide C1(=CC=CC=C1)[P](C1=CC(=CC=C1)OC)=O